BrC1=NC=CC(=C1)CCO 2-(2-bromopyridin-4-yl)ethan-1-ol